O[C@H]1C[C@H]2C[C@@H]([C@H]3[C@@H]4CC[C@H]([C@@H](CCCC(C)C)C)[C@]4(CC[C@@H]3[C@]2(CC1)C)C)O 3a,7β-dihydroxy-5β-cholestane